C(C)[Si](N)CC di-ethyl-aminosilicon